[1-[2-(Diethylamino)ethyl]-6-(5-fluoro-1H-pyrazol-4-yl)indol-3-yl]-(6-methoxychroman-3-yl)methanone C(C)N(CCN1C=C(C2=CC=C(C=C12)C=1C=NNC1F)C(=O)C1COC2=CC=C(C=C2C1)OC)CC